N1=C(C=CC=C1)NC=1C=CC=NC1 5-(pyridin-2-ylamino)pyridin